(S)-2-(6-Cyanobenzo[d]oxazol-2-yl)-6-methoxy-5-((4-methoxybenzyl)oxy)-1,2,3,4-tetrahydroisoquinoline-3-carboxylic acid C(#N)C1=CC2=C(N=C(O2)N2CC3=CC=C(C(=C3C[C@H]2C(=O)O)OCC2=CC=C(C=C2)OC)OC)C=C1